N[C@H](C(=O)O)CC=1C(=NC=C(C1)Cl)C (2S)-2-amino-3-(5-chloro-2-methylpyridin-3-yl)propanoic acid